C1(CC1)S(=O)(=O)NC=1SC=C(N1)C(C(=O)NC1=CC=C(C=C1)C=1C=NC(=CC1)OC)(C)C 2-(2-(cyclopropanesulfonylamino)thiazol-4-yl)-N-(4-(6-methoxypyridin-3-yl)phenyl)-2-methylpropanamide